acryloyloxydodecyl-dichloromethylsilane C(C=C)(=O)OCCCCCCCCCCCC[SiH2]C(Cl)Cl